1-bromo-2,5-dimethoxy-4-(2-nitrovinyl)benzene BrC1=C(C=C(C(=C1)OC)C=C[N+](=O)[O-])OC